FC(C1=CC=C(C(=O)NC=2SC(=CN2)Br)C=C1)(F)F 4-trifluoromethyl-N-(5-bromothiazol-2-yl)benzamide